1-methyl-5-((1,2,3,4-tetrahydroisoquinolin-8-yl)amino)piperidin-2-one hydrochloride Cl.CN1C(CCC(C1)NC=1C=CC=C2CCNCC12)=O